2,3-dimethyl-2,3-diisopropylphenyl-butane CC1(C(=CC=CC1(C(C)C)C)CCCC)C(C)C